[N+](=O)([O-])C(=CC=CCCCCCCCC(=O)O)CCCCCC 12-nitro-octadeca-9,11-dienoic acid